NC1=C(C(=NN1C1CC(C1)CN1CCN(CC1)C)C1=CC=C2C=CC(=NC2=C1)C1=CC=CC=C1)C(=O)N 5-amino-1-((1r,3r)-3-((4-methylpiperazin-1-yl)methyl)cyclobutyl)-3-(2-phenylquinolin-7-yl)-1H-pyrazole-4-carboxamide